tert-butyl ((1-((2-chloro-6,7-dihydrothieno[3,2-d]pyrimidin-4-yl)amino)cyclobutyl)methyl)carbamate ClC=1N=C(C2=C(N1)CCS2)NC2(CCC2)CNC(OC(C)(C)C)=O